O=C1NC(CCC1N1C(N(C2=C1C=CC(=C2)C2CN(CCC2F)CC(=O)O)C)=O)=O 2-[3-[1-(2,6-dioxo-3-piperidyl)-3-methyl-2-oxo-benzimidazol-5-yl]-4-fluoro-1-piperidyl]acetic acid